C1=C(C=CC2=CC=CC=C12)S(=O)(=O)O naphthalene-2-Sulfonic acid